C12C(CC(CC1)O2)C#CC=2C(=CC(=NC2)Cl)F 5-((7-oxabicyclo[2.2.1]heptan-2-yl)ethynyl)-2-chloro-4-fluoropyridine